N-(5,6-dimethoxybenzothiazol-2-yl){[4-(ethylsulfonyl)phenyl]cyclopropyl}carboxamide COC=1C(=CC2=C(N=C(S2)NC(=O)C2(CC2)C2=CC=C(C=C2)S(=O)(=O)CC)C1)OC